(1-(2-hydroxypropyl)-8-(4-methoxy-1,2-dimethyl-6-(trifluoromethyl)-1H-benzo[d]imidazol-5-yl)indolizin-3-yl)(3,4,5-trifluorophenyl)methanone OC(CC=1C=C(N2C=CC=C(C12)C1=C(C2=C(N(C(=N2)C)C)C=C1C(F)(F)F)OC)C(=O)C1=CC(=C(C(=C1)F)F)F)C